NCCCN1CCN(CC1)CCCN N,N'-bis(aminopropyl)piperazine